2-((((9H-Fluoren-9-yl)methoxy)carbonyl)(methyl)amino)-3-(pyridin-3-yl)propanoic acid C1=CC=CC=2C3=CC=CC=C3C(C12)COC(=O)N(C(C(=O)O)CC=1C=NC=CC1)C